1,4-Dimethyltetrasulfane CSSSSC